(1S,2S)-2-(3,5-dimethoxypyrazin-2-yl)-1-(2-methoxy-5-methylphenyl)-N-((2-methylquinolin-5-yl)sulfonyl)cyclopropanecarboxamide COC=1C(=NC=C(N1)OC)[C@@H]1[C@](C1)(C(=O)NS(=O)(=O)C1=C2C=CC(=NC2=CC=C1)C)C1=C(C=CC(=C1)C)OC